3-[(15R,19S)-15-methyl-16,18-dioxo-17-azapentacyclo[6.6.5.02,7.09,14.015,19]nonadeca-2,4,6,9,11,13-hexaen-17-yl]benzoic acid C[C@]12C3C4=CC=CC=C4C(C4=CC=CC=C43)[C@@H]2C(N(C1=O)C=1C=C(C(=O)O)C=CC1)=O